C[C@H]1CN(C[C@H](O1)C)C=1C=CC=2N(N1)C(=CN2)C=2C=C1C(=CNC1=CC2)C (2S,6R)-2,6-dimethyl-4-(3-(3-methyl-1H-indol-5-yl)imidazo[1,2-b]pyridazin-6-yl)morpholine